COC=1C=C(C=CC1C=1C=C2C(=NC1)NC=C2)NC(C2=NC=CC=C2)=O N-(3-methoxy-4-(1H-pyrrolo[2,3-b]pyridin-5-yl)phenyl)picolinamide